C(C)C=1C=C(C=CC1)CC 1-(3-ethylphenyl)ethane